C1(CCC1)C1CNC=2C=CC=C3C=C(N1C32)C3=NC2=C(N3C)C(=CC(=C2)C(=O)OC)F methyl 2-(11-cyclobutyl-1,9-diazatricyclo[6.3.1.04,12]dodeca-2,4,6,8(12)-tetraen-2-yl)-7-fluoro-1-methyl-benzimidazole-5-carboxylate